N-(4-(2,5-difluorophenyl)-2-morpholinopyridin-3-yl)-4-isopropylbenzamide FC1=C(C=C(C=C1)F)C1=C(C(=NC=C1)N1CCOCC1)NC(C1=CC=C(C=C1)C(C)C)=O